2-((4-(p-tolyl)piperazin-1-yl)(4-(trifluoromethyl)phenyl)methyl)phenol C1(=CC=C(C=C1)N1CCN(CC1)C(C1=C(C=CC=C1)O)C1=CC=C(C=C1)C(F)(F)F)C